trans-2,2-dichloro-3-[3-(3-fluorophenyl)-1,2,4-oxadiazol-5-yl]Cyclopropyl-benzenesulfonamide ClC1([C@H]([C@@H]1C1=NC(=NO1)C1=CC(=CC=C1)F)C1=C(C=CC=C1)S(=O)(=O)N)Cl